FC(C1=NC=2N(C(=C1)[C@@H]1CN(CC[C@H]1C)[C@@H](C)C1=CC(=NC(=C1)C)C)N=CN2)F |o1:15| 5-(difluoromethyl)-7-[(3S,4R)-1-[(1S*)-1-(2,6-dimethyl-4-pyridyl)ethyl]-4-methyl-3-piperidyl]-[1,2,4]triazolo[1,5-a]pyrimidine